N1(CCCCC1)C1CCN(CC1)C1=NN(C(C2=CC=CC=C12)C#N)C(C)=O 4-([1,4'-bipiperidine]-1'-yl)-2-acetyl-1,2-dihydro-phthalazine-1-carbonitrile